bis(trifluoromethanesulfonyl)zinc sulfite S(=O)(O)O.FC(S(=O)(=O)[Zn]S(=O)(=O)C(F)(F)F)(F)F